6-(2-hydroxy-2-methylpropoxy)-4-(6-(6-(4-isopropoxybenzoyl)-3,6-diazabicyclo[3.1.1]heptan-3-yl)pyridin-3-yl)pyrazolo[1,5-a]pyridine-3-carbonitrile 2,2,2-trifluoroacetate FC(C(=O)O)(F)F.OC(COC=1C=C(C=2N(C1)N=CC2C#N)C=2C=NC(=CC2)N2CC1N(C(C2)C1)C(C1=CC=C(C=C1)OC(C)C)=O)(C)C